4-Chloro-5-nitropyridine ClC1=CC=NC=C1[N+](=O)[O-]